tert-butyl 7-(benzyloxycarbonylamino)-2,7-diazaspiro[3.5]nonane-2-carboxylate C(C1=CC=CC=C1)OC(=O)NN1CCC2(CN(C2)C(=O)OC(C)(C)C)CC1